tert-butyl (3aS,5aS,8aR)-octahydrocyclopenta[2,1-b:5,1-b']dipyrrole-3(3aH)-carboxylate N1C2=CCC3NCC[C@]32C(C1)C(=O)OC(C)(C)C